1-(6-Chloropyridazin-3-yl)-N-methyl-1H-imidazole-4-carboxamide ClC1=CC=C(N=N1)N1C=NC(=C1)C(=O)NC